FC(CN1C(=NC2=NC=C(C=C21)C2=CNC=1N=C(N=CC12)NC1CC(C1)(C)NC(C)=O)C)F N-((1r,3r)-3-((5-(1-(2,2-difluoroethyl)-2-methyl-1H-imidazo[4,5-b]pyridin-6-yl)-7H-pyrrolo[2,3-d]pyrimidin-2-yl)amino)-1-methylcyclobutyl)acetamide